BrC=1C=C(C=C2C(=NC(=NC12)N1CCC(CC1)(F)F)Cl)C 8-bromo-4-chloro-2-(4,4-difluoropiperidin-1-yl)-6-methylquinazoline